COCCCOC1=C(C=CC(=C1)CC(C(C)C)=O)C=1N=C(SC1)NC(OC(C)(C)C)=O tert-butyl (4-(2-(3-methoxypropoxy)-4-(3-methyl-2-oxobutyl)phenyl)thiazol-2-yl)carbamate